S1C(=NC2=C1C=CC=C2)C(CC2=CC(=CC=C2)C#N)NS(=O)(=O)C=2C=C(NC(CCNC(OC(C)(C)C)=O)=O)C=CC2 tert-butyl N-[3-[3-[[1-(1,3-benzothiazol-2-yl)-2-(3-cyanophenyl)ethyl]sulfamoyl]anilino]-3-oxo-propyl]carbamate